2-[[5-[(S)-ethylsulfinyl]-6-[7-(trifluoromethylsulfanyl)imidazo[1,2-c]pyrimidin-2-yl]-3-pyridyl]oxy]-2-methyl-propanenitrile C(C)[S@](=O)C=1C=C(C=NC1C=1N=C2N(C=NC(=C2)SC(F)(F)F)C1)OC(C#N)(C)C